C1N(CCC2=CC=CC=C12)C[C@H](CN1CC(OC2=C(C1=O)C=CC(=N2)OC2CCN(CC2)CC(C)O)(C)C)O 4-[(2R)-3-(3,4-dihydro-1H-isoquinolin-2-yl)-2-hydroxy-propyl]-8-[[1-(2-hydroxypropyl)-4-piperidyl]oxy]-2,2-dimethyl-3H-pyrido[3,2-f][1,4]oxazepin-5-one